2-Bromo-N-(5-((2-(2,2-dimethylpyrrolidin-1-yl)ethyl)carbamoyl)-2-methylpyridin-3-yl)pyrazolo[5,1-b]thiazole-7-carboxamide BrC1=CN2C(S1)=C(C=N2)C(=O)NC=2C(=NC=C(C2)C(NCCN2C(CCC2)(C)C)=O)C